C(C)OC(C)=O.CN1CCN(CC1)CCN 4-methylpiperazineethylamine Ethylacetat